C(#N)C1=CC=C(C=N1)C1(CC=CC=C1)C 2-(6-cyanopyridin-3-yl)-2-methylbenzene